(E)-4-(4-(2-amino-4,6-dichloropyrimidin-5-yl)-4-oxo-2-buten-1-yl)piperazine-1-carboxylic acid tert-butyl ester C(C)(C)(C)OC(=O)N1CCN(CC1)C\C=C\C(=O)C=1C(=NC(=NC1Cl)N)Cl